diazobenzoquinone [N+](=[N-])=C1C(C=CC(C1)=O)=O